C(C)(C)(C)OC(=O)N[C@@H](CC(=O)OCC)C=1C=C(C=C(C1F)C)C1=C(C=C(C=C1C)C)O Ethyl (S)-3-((tert-butoxycarbonyl)amino)-3-(4-fluoro-2'-hydroxy-4',5,6'-trimethyl-[1,1'-biphenyl]-3-yl)propanoate